ClC1=CC=C(OC2=CC=C(C=N2)S(=O)(=O)N2[C@H]([C@@H]3CC[C@H](C2)N3C(=O)OCCOC)C(NO)=O)C=C1 2-methoxyethyl (1S,2R,5R)-3-((6-(4-chlorophenoxy)pyridin-3-yl)sulfonyl)-2-(hydroxycarbamoyl)-3,8-diazabicyclo[3.2.1]octane-8-carboxylate